O1C=CC2=C1C=CC(=C2)C2=CN(C=1N=C(N=C(C12)N)NC=1C(=NN(C1)C)OC)C(C)C 5-(1-Benzofuran-5-yl)-7-isopropyl-N2-(3-methoxy-1-methyl-1H-pyrazol-4-yl)-7H-pyrrolo[2,3-d]pyrimidine-2,4-diamine